tert-butyl N-{2-methyl-1-[(4-{4-oxo-1H,5H,6H,7H-pyrrolo[3,2-c]pyridin-2-yl}pyridin-3-yl)oxy]propan-2-yl}carbamate CC(COC=1C=NC=CC1C1=CC=2C(NCCC2N1)=O)(C)NC(OC(C)(C)C)=O